C1(=CC=CC=C1)C(CN1CC(CCC1)C(NCCC1=CN=CN1CC1=CC=C(C=C1)C#N)=O)C1=CC=CC=C1 1-(2,2-diphenylethyl)-3-[N-(1-(4-cyanobenzyl)-1H-imidazol-5-yl-ethyl)carbamoyl]-piperidine